(1S,3aR,6aS)-2-(2-(3-fluorophenyl)-2,2-difluoroacetyl)-N-((R)-4-fluoro-3-oxo-1-((R)-2-oxopyrrolidin-3-yl)butan-2-yl)octahydrocyclopenta[c]pyrrole-1-carboxamide FC=1C=C(C=CC1)C(C(=O)N1[C@@H]([C@@H]2[C@H](C1)CCC2)C(=O)N[C@H](C[C@@H]2C(NCC2)=O)C(CF)=O)(F)F